C(C)C1(NC(N(C(C1)=O)[C@@H]1[C@H](COC2=CC=C(C=C12)C(=O)N[C@H]1[C@](COC2=CC=CC=C12)(C)O)COC)=N)CC (3S,4R)-4-(4,4-diethyl-2-imino-6-oxo-hexahydropyrimidin-1-yl)-N-[(3S,4R)-3-hydroxy-3-methyl-chroman-4-yl]-3-(methoxymethyl)chromane-6-carboxamide